N-tert-Butoxycarbonyl-N-[[4-cyano-3-methyl-7-[4-(trifluoromethoxy)-phenyl]-benzoimidazol-5-yl]methyl]-carbamic acid tert-butyl ester C(C)(C)(C)OC(N(CC1=C(C2=C(N=CN2C)C(=C1)C1=CC=C(C=C1)OC(F)(F)F)C#N)C(=O)OC(C)(C)C)=O